5-ethynyl-furan-2-carboxylic acid C(#C)C1=CC=C(O1)C(=O)O